C(#N)C1=CC(=NC=N1)C1=CC=NN1C1OCCCC1 5-(6-cyanopyrimidin-4-yl)-1-(oxan-2-yl)pyrazole